N,N'-bis[(Z)-octadec-9-enyl]-2-[[4-oxo-4-(2-pyrrolidin-1-ylethylamino)butanoyl]amino]pentanediamide C(CCCCCCC\C=C/CCCCCCCC)NC(C(CCC(=O)NCCCCCCCC\C=C/CCCCCCCC)NC(CCC(NCCN1CCCC1)=O)=O)=O